O=C1NC(CCC1N1C(C2=C(C1)C=C(S2)CNC(=O)NC2=CC=C(C=C2)OC)=O)=O 1-((5-(2,6-dioxopiperidin-3-yl)-6-oxo-5,6-dihydro-4H-thieno[2,3-c]pyrrol-2-yl)methyl)-3-(4-methoxyphenyl)urea